The molecule is an L-lysine derivative that is a gamma-lactam adduct formed between L-lysine and levuloglandin E2 (LGE2). It contains a gamma-lactam ring. It derives from a levuglandin E2. CCCCC[C@@H](/C=C/C1=C(C(N(C1=O)CCCC[C@@H](C(=O)O)N)C)C/C=C\\CCCC(=O)O)O